hexadecafluorononoyl peroxide FC(C(C(C(C(C(C(C(=O)OOC(C(C(C(C(C(C(C(C(F)(F)F)F)(F)F)(F)F)(F)F)(F)F)(F)F)(F)F)=O)(F)F)(F)F)(F)F)(F)F)(F)F)(F)F)C(F)(F)F